(2,2'-dimethyl-[1,1'-biphenyl]-3,3'-diyl)bis(4,5,6,7-tetrahydrothieno[2,3-c]pyridine-2-carboxamide) CC1=C(C=CC=C1C1=C(SC=2CNCCC21)C(=O)N)C2=C(C(=CC=C2)C2=C(SC=1CNCCC12)C(=O)N)C